FC1=C(OC(=O)C=2NC3=CC=CC=C3C2)C(=C(C(=C1F)F)F)F 2-(2,3,4,5,6-pentafluorophenoxycarbonyl)-1H-indole